1-(2-(ethyl(3-ethylphenyl)amino)-2-oxoethyl)-N-(trans-4-((6-((7-nitrobenzo[c][1,2,5]oxadiazol-4-yl)oxy)hexyl)carbamoyl)cyclohexyl)-1H-indole-2-carboxamide C(C)N(C(CN1C(=CC2=CC=CC=C12)C(=O)N[C@@H]1CC[C@H](CC1)C(NCCCCCCOC1=CC=C(C2=NON=C21)[N+](=O)[O-])=O)=O)C2=CC(=CC=C2)CC